2,4-bis-(4'-amino-benzyl)-aniline NC1=CC=C(CC2=C(N)C=CC(=C2)CC2=CC=C(C=C2)N)C=C1